C(#N)C=1C=C(COC2=CC=C3CCN(CC3=C2)C(=O)OC(C)(C)C)C=CC1 tert-butyl 7-((3-cyanobenzyl) oxy)-3,4-dihydroisoquinoline-2(1H)-carboxylate